FC(C(Cl)(Cl)Cl)(F)Cl 1,1-difluoro-tetrachloroethane